3-methoxypropanamide hydrochloride Cl.COCCC(=O)N